N1=C(C=CC=C1)C=1SCC(N1)O 2-(pyridin-2-yl)-4,5-dihydro-thiazol-4-ol